tert-butyl (E)-methyl(4-((3-(4,4,5,5-tetramethyl-1,3,2-dioxaborolan-2-yl)allyl)oxy) butyl)carbamate CN(C(OC(C)(C)C)=O)CCCCOC\C=C\B1OC(C(O1)(C)C)(C)C